2,4,6,8-tetrakis(4-fluorobenzyl)-2,4,6,8-tetraazaadamantane-9,10-dione FC1=CC=C(CN2C3N(C4N(C(N(C2C4=O)CC4=CC=C(C=C4)F)C3=O)CC3=CC=C(C=C3)F)CC3=CC=C(C=C3)F)C=C1